CC1=C(OC(O1)=O)CBr (5-methyl-2-oxo-1,3-dioxol-4-yl)methyl bromide